C(CC)N(C1CCC(CC1)N1C(NC2=C1C=C(C(=C2)C=2C=C(C=1N(C2)N=CN1)OC)CC)=O)CCC 1-((1S,4S)-4-(Dipropylamino)cyclohexyl)-6-ethyl-5-(8-methoxy-[1,2,4]triazolo[1,5-a]pyridin-6-yl)-1,3-dihydro-2H-benzo[d]imidazol-2-on